γ-glutamyl-carboxylate N[C@@H](CCC(=O)C(=O)[O-])C(=O)O